2-(2-(6-chlorohexyloxy)ethoxy)ethylamine hydrochloride Cl.ClCCCCCCOCCOCCN